C(#N)C=1C(=C(C=CC1)CC(C(=O)OCC)=O)[N+](=O)[O-] Ethyl 3-(3-cyano-2-nitrophenyl)-2-oxopropionate